di(hexadecyl)naphthalene C(CCCCCCCCCCCCCCC)C1=C(C2=CC=CC=C2C=C1)CCCCCCCCCCCCCCCC